C(C1=CC=CC=C1)OC1=NC(=CC=C1C1=NN(C2=CC(=C(C=C12)F)C=1CCN(CC1)C[C@@H]1[C@@H](CN(CC1)C(=O)OC(C)(C)C)C)C)OCC1=CC=CC=C1 tert-butyl (3S,4S)-4-[[4-[3-(2,6-dibenzyloxy-3-pyridyl)-5-fluoro-1-methyl-indazol-6-yl]-3,6-dihydro-2H-pyridin-1-yl]methyl]-3-methyl-piperidine-1-carboxylate